({[(2R,3R,4S,5R)-5-(6-chloro-4-{[(1S)-1-(4-fluorophenyl)ethyl]amino}-1H-pyrazolo[3,4-d]pyrimidin-1-yl)-4-fluoro-3-hydroxyoxolan-2-yl]methoxyl(hydroxy)-phosphoryl}methyl)phosphonic acid ClC1=NC(=C2C(=N1)N(N=C2)[C@H]2[C@H]([C@@H]([C@H](O2)COP(=O)(O)CP(O)(O)=O)O)F)N[C@@H](C)C2=CC=C(C=C2)F